6-{3-[butyl-(methyl)carbamoyl]-1H-indazol-1-yl}-7-{[(3S)-3-(morpholin-4-ylmethyl)-3,4-dihydroisoquinolin-2(1H)-yl]carbonyl}-3,4-dihydroisoquinoline-2(1H)-carboxylic acid phenyl ester C1(=CC=CC=C1)OC(=O)N1CC2=CC(=C(C=C2CC1)N1N=C(C2=CC=CC=C12)C(N(C)CCCC)=O)C(=O)N1CC2=CC=CC=C2C[C@H]1CN1CCOCC1